FC(C1=CC=C(C(=O)C2=CC=CC=C2)C=C1)(F)F 4-trifluoromethyl-Benzophenone